2-[4-methyl-3-(2-oxoethyl)phenyl]acetic acid CC1=C(C=C(C=C1)CC(=O)O)CC=O